C1C2C=3C(=CC(=NC3C1CC2)N2N=C(N=C2N)NC2=CC(=C(C=C2)N2CCC(CC2)N2CCCC2)F)C=2SC=CC2 1-(5,8-methylene-4-thiophen-2-yl-5,6,7,8-tetrahydroquinolin-2-yl)-N3-(3-fluoro-4-(4-(pyrrolidin-1-yl)piperidin-1-yl)phenyl)-1H-1,2,4-triazole-3,5-diamine